BrC=1C=C2C3(C(N(C(C2=CC1)=O)CC(=O)NC1=NC=C(C=N1)C#N)=O)CC3 2-(6'-bromo-1',3'-dioxospiro[cyclopropane-1,4'-isoquinoline]-2'-yl)-N-(5-cyanopyrimidin-2-yl)acetamide